(2R,3R,3aR,11aS)-10-fluoro-2-hydroxy-3-[(1E,3ξ)-3-hydroxy-3-(1-phenoxycyclobutyl)-1-propen-1-yl]-1,2,3,3a,4,5,6,11a-octahydrobenzo[b]cyclopenta[g]oxocine-9-carboxylic acid FC1=C(C=CC2=C1O[C@@H]1[C@H](CCC2)[C@H]([C@@H](C1)O)\C=C\C(C1(CCC1)OC1=CC=CC=C1)O)C(=O)O